C(CCC)C1=NC2(C(N1CC1=CC(=C(C=C1)C=1C(=CC=CC1)S(=O)(=O)NC1=NOC(=C1Cl)C)OCCC)=O)CCCC2 4'-((2-Butyl-4-oxo-1,3-diazaspiro[4.4]non-1-en-3-yl)methyl)-N-(4-chloro-5-Methylisoxazol-3-yl)-2'-propoxy-[1,1'-biphenyl]-2-sulfonamide